3-(3-(diethylamino)propoxy)pentane-1,2,4,5-tetrayl tetrakis(decanoate) C(CCCCCCCCC)(=O)OCC(C(C(COC(CCCCCCCCC)=O)OC(CCCCCCCCC)=O)OCCCN(CC)CC)OC(CCCCCCCCC)=O